1-(3-acetylphenyl)-3-(3-(2-isopropoxyethyl)-4-oxo-3,4-dihydroquinazolin-6-yl)urea C(C)(=O)C=1C=C(C=CC1)NC(=O)NC=1C=C2C(N(C=NC2=CC1)CCOC(C)C)=O